tert-butyl 6-(pyridin-4-yloxy)-2-azaspiro[3.3]heptane-2-carboxylate N1=CC=C(C=C1)OC1CC2(CN(C2)C(=O)OC(C)(C)C)C1